C(C)(C)(C)C1=CC=C(N=N1)N1C(O[C@]2(C1)C[C@@](CCC2)(C)CN2C=NC1=C2C=C(C=C1)C#N)=O 1-(((5S,7S)-3-(6-(tert-butyl)pyridazin-3-yl)-7-methyl-2-oxo-1-oxa-3-azaspiro[4.5]decane-7-yl)methyl)-1H-benzo[d]imidazole-6-carbonitrile